FC=1C=CC(=NC1)C=1CCNCC1 5-fluoro-1',2',3',6'-tetrahydro-2,4'-bipyridine